BrC=1N(C2=C(C(=CC=C2C1SC=1C(=C(C(=O)O)C=CC1)F)Cl)F)C=1C=NN(C1)CCC 3-((2-bromo-6-chloro-7-fluoro-1-(1-propyl-1H-pyrazol-4-yl)-1H-indol-3-yl)thio)-2-fluorobenzoic acid